O1CCN(CCC1)C(=O)OC(C)(C)C tert-butyl 1,4-oxaazepane-4-carboxylate